4-methyl-5-(methyl-((S)-1-((R)-1-phenylethyl)pyrrolidin-3-yl)amino)-N-(thiazol-4-yl)pyridine-2-sulfonamide trifluoroacetate FC(C(=O)O)(F)F.CC1=CC(=NC=C1N([C@@H]1CN(CC1)[C@H](C)C1=CC=CC=C1)C)S(=O)(=O)NC=1N=CSC1